C(C)(=O)OC1=C(C(=CC(=C1)C)C)C(CC(=O)[O-])(C)C 3-(2-acetoxy-4,6-dimethyl phenyl)-3-methylbutanoate